tert-butyl 4-((4-methoxybenzyl) thio)-1H-pyrrolo[2,3-b]pyridine-1-carboxylate COC1=CC=C(CSC2=C3C(=NC=C2)N(C=C3)C(=O)OC(C)(C)C)C=C1